1-(2,4-dichlorophenyl)-2-(1,2,4-triazole-1-yl)ethanol ClC1=C(C=CC(=C1)Cl)C(CN1N=CN=C1)O